1-(3-cyanopropyl)-1H-imidazole-2-carboxylic acid C(#N)CCCN1C(=NC=C1)C(=O)O